C[C@H]1N(CCOC1)C1=CC(NC(=C1)N1C(COCC1)C(F)(F)F)=O 4-[(3R)-3-methylmorpholin-4-yl]-6-[3-(trifluoromethyl)morpholin-4-yl]-1H-pyridin-2-one